2-(4-((4-(ethyl((4-(trifluoromethyl)cyclohexyl)methyl)amino)-7H-pyrrolo[2,3-d]pyrimidin-7-yl)methyl)-3,4-dihydroxypiperidin-1-yl)acetamide C(C)N(C=1C2=C(N=CN1)N(C=C2)CC2(C(CN(CC2)CC(=O)N)O)O)CC2CCC(CC2)C(F)(F)F